CC(=C)C(C(C(CC=C)C)=NO)(C)C 2,3,3,5-tetramethylocta-1,7-dien-4-one oxime